Borabicyclo(3.3.1)nonan B12CCCC(CCC1)C2